C(C)(C)(C)C=1C=C(N(N1)C1=CC=C(C=C1)CN(C)C)NC(=O)NC1=C(C=C(C=C1)OC1=CC=NC=2NC(CCC12)=O)C(F)(F)F 1-[5-tert-butyl-2-[4-[(dimethylamino)methyl]phenyl]pyrazol-3-yl]-3-[4-[(7-oxo-6,8-dihydro-5H-1,8-naphthyridin-4-yl)oxy]-2-(trifluoromethyl)phenyl]urea